SCC1SCC(SC1)CS 2,5-bismercaptomethyl-1,4-dithiane